O1CC[C@@H](C2=CC=CC=C12)NC(=O)C1=CC2=C(N=C(S2)N2CCC(CC2)OC)C=C1 (S)-N-(chroman-4-yl)-2-(4-methoxypiperidin-1-yl)benzo[d]Thiazole-6-carboxamide